pyrimido[4,5-c]quinolin-3-amine C1=NC(=NC=2C=NC=3C=CC=CC3C21)N